CN1N=C(C=2C1=NC=C(C2)C=2N=C1N(C(C2C)=O)C=C(C=C1C(C)NC1=C(C(=O)O)C=CC=C1)C)C 2-((1-(2-(1,3-dimethyl-1H-pyrazolo[3,4-b]pyridin-5-yl)-3,7-dimethyl-4-oxo-4H-pyrido[1,2-a]pyrimidin-9-yl)ethyl)amino)benzoic acid